(E)-N-(4-(1-(6-(4-(6-((2-(2,6-dioxopiperidin-3-yl)-1,3-dioxoisoindolin-5-yl)thio)hexyl)piperazin-1-yl)nicotinoyl)piperidin-4-yl)butyl)-3-(pyridin-3-yl)acrylamide O=C1NC(CCC1N1C(C2=CC=C(C=C2C1=O)SCCCCCCN1CCN(CC1)C1=NC=C(C(=O)N2CCC(CC2)CCCCNC(\C=C\C=2C=NC=CC2)=O)C=C1)=O)=O